The molecule is a macrolide antibiotic that is 4,10-dimethyl-1-oxa-4-azacyclotridecane-2,5-dione substituted by a 4-(2-hydroxyethoxy)benzyl group at position 3 and a (2R)-2-hydroxypentyl group at position 13 (the 3S,10R,13S stereoisomer). It is isolated from Penicillium sp.PF1163 and exhibits antifungal activity against the pathogenic fungal strain Candida albicans TIMM1768. It has a role as an antifungal agent and a Penicillium metabolite. It is a macrolide antibiotic, a secondary alcohol, a lactam and an aromatic ether. CCC[C@@H](C[C@@H]1CC[C@@H](CCCCC(=O)N([C@H](C(=O)O1)CC2=CC=C(C=C2)OCCO)C)C)O